4-bromo-1-(2-((tert-butoxycarbonyl)amino)ethyl)-1H-pyrrole-2-carboxylic acid methyl ester COC(=O)C=1N(C=C(C1)Br)CCNC(=O)OC(C)(C)C